C(C)(C)N1N=NNC1=O 1-isopropyl-1,4-dihydro-5H-tetrazol-5-one